P(=O)(O)(OP(=O)(O)O)OC[C@H](N)C(=O)O diphosphoserine